Cl.N1N=NC=2C=NC=CC21 Triazolo[4,5-c]Pyridine hydrochloride